FC(C1=CC=C(C=C1)C/C=C/C=1C=C2C(=CNC2=CC1)NC(=O)C1CCC1)(F)F (E)-N-(5-(3-(4-(trifluoromethyl)phenyl)prop-1-en-1-yl)-1H-indol-3-yl)cyclobutanecarboxamide